C(C)(=O)C=1C=C(NC1)C(=O)NCC1=CC2=CC=CC=C2C=C1 4-acetyl-N-(naphthalene-2-ylmethyl)-1H-pyrrole-2-carboxamide